BrC1=NC(=CC(=C1C(F)(F)F)C)Br 2,6-Dibromo-4-methyl-3-(trifluoromethyl)pyridine